4-methoxyphenyl-1,4-dimethyl-3-hydroxypyrazole COC1=CC=C(C=C1)C1=C(C(=NN1C)O)C